2-(2-(dimethylamino)-2-oxoethyl)-1-oxo-1,2,3,4-tetrahydroisoquinoline-6-carboxamide CN(C(CN1C(C2=CC=C(C=C2CC1)C(=O)N)=O)=O)C